tert-butyl (E)-2-(4-(3-(4-(ethylthio)benzofuran-7-yl)-3-oxoprop-1-en-1-yl)-2,6-dimethylphenoxy)-2-methylpropanoate C(C)SC1=CC=C(C2=C1C=CO2)C(/C=C/C2=CC(=C(OC(C(=O)OC(C)(C)C)(C)C)C(=C2)C)C)=O